Methyl (S)-4-(4-methoxypiperidine-1-carbonyl)-3-phenyl-2,3,4,5-tetrahydrobenzo[f][1,4]oxazepine-8-carboxylate COC1CCN(CC1)C(=O)N1[C@H](COC2=C(C1)C=CC(=C2)C(=O)OC)C2=CC=CC=C2